1-methylcyclohexane-1-carboxylic acid CC1(CCCCC1)C(=O)O